ClCC[Si](O[Si](C)(C)CCCl)(C)C 1,3-bis(chloroethyl)-1,1,3,3-tetramethyldisiloxane